isopropyl-pyrophosphoric acid phthalate C(C=1C(C(=O)O)=CC=CC1)(=O)O.C(C)(C)OP(=O)(O)OP(=O)(O)O